FC(C(=O)O)(F)F.FC(C(C)(C)N1CC2=CC=CC=C2C1)(F)F 2-(1,1,1-trifluoro-2-methylpropan-2-yl)isoindoline trifluoroacetate